C(C)(C)N1N2C(C3=CC(=C(C=C3C1)C=1C=NN(C1)C1COC1)OC)=CC(C(=C2)C(=O)O)=O 6-isopropyl-10-methoxy-9-(1-(oxetan-3-yl)-1H-pyrazol-4-yl)-2-oxo-6,7-dihydro-2H-pyrido[2,1-a]phthalazine-3-carboxylic acid